C(CCCC)OC1=CC=C(C=CC2=NC(=NC(=N2)C(Cl)(Cl)Cl)C(Cl)(Cl)Cl)C=C1 2-(4'-pentyloxystyryl)-4,6-bis(trichloromethyl)s-triazine